FC=1C=CC(=NC1)C(=O)NC1=NC(=CC=C1)CC1CCNCC1 5-fluoro-N-(6-(piperidin-4-ylmethyl)pyridin-2-yl)pyridinecarboxamide